[(S)-tetrahydrofuran-3-yl]methanone O1C[C@H](CC1)C=O